C(CCC)C(COC(CCCCCCCCC(=O)O)=O)CCCCCC 10-(2-butyloctoxy)-10-oxo-decanoic acid